(3S,11aR)-N-[(2,4-Difluorophenyl)methyl]-6-hydroxy-5,7-dioxo-3-(phenylmethyl)-2,3,5,7,11,11a-hexahydro[1,3]oxazolo[3,2-a]pyrido[1,2-d]pyrazine-8-carboxamide FC1=C(C=CC(=C1)F)CNC(=O)C=1C(C(=C2N(C[C@@H]3N(C2=O)[C@H](CO3)CC3=CC=CC=C3)C1)O)=O